O1CC[C@@H](C2=CC=CC=C12)NC(=O)C=1C(=C2C(=NC1)N(C(=C2)C)C2=CC(=CC(=C2)Cl)Cl)N(C)C (S)-N-(chroman-4-yl)-1-(3,5-dichlorophenyl)-4-(dimethylamino)-2-methyl-1H-pyrrolo[2,3-b]pyridine-5-carboxamide